C(C1=CC=CC=C1)(=O)OC(C1=CC=CC=C1)=O BENZOIC ANHYDRID